FC(C1=CC=C(C=C1)NC=1N=C2C(=NC1O)NC(=N2)C(F)(F)F)(F)F 5-((4-(TRIFLUOROMETHYL)PHENYL)AMINO)-2-(TRIFLUOROMETHYL)-1H-IMIDAZO[4,5-B]PYRAZIN-6-OL